C(C)(=O)[O-].C(CCCCCCCCCCCCCCCCCCC)[N+](C)(C)C icosyl-trimethyl-ammonium acetate